C(C1=CC=CC=C1)NC1=NC2=NC(N=CC2=N1)=[Se] benzylaminopurineselon